N-(5-((4-((1H-pyrazol-1-yl)methyl)benzyl)oxy)pyridazin-3-yl)-2-(2-chloropyridin-3-yl)cyclopropane-1-carboxamide N1(N=CC=C1)CC1=CC=C(COC=2C=C(N=NC2)NC(=O)C2C(C2)C=2C(=NC=CC2)Cl)C=C1